FC1=CC=C(C=C1)OCC#C 1-fluoro-4-(prop-2-yne-1-yloxy)benzene